C(C)(C)OC=1C=C(OC2=C(C=CC=C2)/C(/C(=O)OC)=C\OC)C=CC1 methyl (E)-2-[2-(3-iso-propyloxyphenoxy)phenyl]-3-methoxyacrylate